4-((1H-Pyrazolo[3,4-c]pyridin-3-yl)amino)-N-(4-(4-methylpiperazin-1-yl)phenyl)-2-oxo-1,2-dihydropyridine-3-carboxamide N1N=C(C=2C1=CN=CC2)NC2=C(C(NC=C2)=O)C(=O)NC2=CC=C(C=C2)N2CCN(CC2)C